N-propylbutylamide C(CC)[N-]CCCC